O=C1NSC=N1 3-oxo-1,2,4-thiadiazol